propionyl-2-azaspiro[3.3]heptan C(CC)(=O)C1NCC12CCC2